ethyl 2-(2-((1s,4s)-4-((3-((tert-butoxycarbonyl)amino)piperidin-2-yl)methoxy)cyclohexyl)-4,6-difluorophenoxy)acetate C(C)(C)(C)OC(=O)NC1C(NCCC1)COC1CCC(CC1)C1=C(OCC(=O)OCC)C(=CC(=C1)F)F